4-[4-[2-(dimethylamino)ethoxy]-3-fluoro-anilino]-2-methylsulfanyl-pyrimidine-5-carbaldehyde CN(CCOC1=C(C=C(NC2=NC(=NC=C2C=O)SC)C=C1)F)C